C(CCC(=O)OCCOCC=C)(=O)OCCOCC=C bis(2-(allyloxy) ethyl) succinate